C(C)OC([C@H](C)NP(OC[C@@H]1O[C@@H]([C@@H]([C@H]1O)F)N1C(NC(C(=C1)C)=O)=O)(OC1=CC=CC=C1)=O)OCC ((2S,3S,4R,5S)-4-Fluoro-3-hydroxy-5-(5-methyl-2,4-dioxo-3,4-dihydropyrimidin-1(2H)-yl)tetrahydrofuran-2-yl)methyl phenyl ((S)-1,1-diethoxypropan-2-yl)phosphoramidate